7-[2-[2-(propan-2-yl)phenyl]-9-[[4-(1H-pyrazol-1-yl)phenyl]methyl]-9H-purin-8-yl]-3-oxa-5-azabicyclo[7.3.1]tridecan-1(13),9,11-trien-4-one CC(C)C1=C(C=CC=C1)C1=NC=C2N=C(N(C2=N1)CC1=CC=C(C=C1)N1N=CC=C1)C1CNC(OCC=2C=CC=C(C1)C2)=O